C(=O)O.N[C@@H](C(=O)N(C)[C@@H]1COCC=2NC(C=3C=C(C(=CC3C21)F)F)=O)[C@@H](C)O (2R,3R)-2-amino-N-((S)-8,9-difluoro-6-oxo-1,4,5,6-tetrahydro-2H-pyrano[3,4-c]isoquinolin-1-yl)-3-hydroxy-N-methylbutanamide, formate salt